(1S,2S)-N-(5-(5-ethyl-6-fluoro-1H-indazol-4-yl)pyrazolo[1,5-a]pyridin-2-yl)-2-fluorocyclopropane-1-carboxamide C(C)C=1C(=C2C=NNC2=CC1F)C1=CC=2N(C=C1)N=C(C2)NC(=O)[C@H]2[C@H](C2)F